4-[(2R,5S)-5-(4-fluorophenyl)-4-[2-[[(E)-3-[2-fluoro-4-(trifluoromethyl)phenyl]prop-2-enoyl]amino]acetyl]-2-methylpiperazin-1-yl]butanoic acid FC1=CC=C(C=C1)[C@@H]1N(C[C@H](N(C1)CCCC(=O)O)C)C(CNC(\C=C\C1=C(C=C(C=C1)C(F)(F)F)F)=O)=O